Methyl 3-(2-((4-cyano-4-(3-(methoxycarbonyl)phenyl)-5-methylhexyl) (methyl)amino)ethyl)benzoate C(#N)C(CCCN(CCC=1C=C(C(=O)OC)C=CC1)C)(C(C)C)C1=CC(=CC=C1)C(=O)OC